lithium 2,2,2-trifluoro-N-(trifluoromethylsulfonyl)acetamide FC(C(=O)NS(=O)(=O)C(F)(F)F)(F)F.[Li]